C(C)#N.[Co] cobalt acetonitrile